C(CCCCC)C(CCCCCC)O 1-hexylheptyl alcohol